C(C)(C)(C)OC(=O)N1C(CNCC1)(C1=NC=NC2=CC=CC=C12)OC[C@H]1N(CCC1)C (((S)-1-methylpyrrolidin-2-yl)methoxy)quinazolin-4-ylpiperazin-1-carboxylic acid tert-butyl ester